isoamyl nitrit N(=O)OCCC(C)C